butoxycarbonyl-4-piperidone C(CCC)OC(=O)N1CCC(CC1)=O